1-(6-(4-(3-amino-5-chloro-6-methyl-1H-indazol-4-yl)-5-methyl-3-phenyl-1H-pyrazol-1-yl)-2-azaspiro[3.3]heptan-2-yl)prop-2-en-1-one NC1=NNC2=CC(=C(C(=C12)C=1C(=NN(C1C)C1CC2(CN(C2)C(C=C)=O)C1)C1=CC=CC=C1)Cl)C